NCC1=C(C=C(C=C1OC)C=1C(=C(C=CC1)C1=C(C(=CC=C1)NC(=O)C1=NC=CN=C1)C)C)F N-(4''-(aminomethyl)-3''-fluoro-5''-methoxy-2,2'-dimethyl-[1,1':3',1''-terphenyl]-3-yl)pyrazine-2-carboxamide